C(CCCCC)N(CCN1CCN(CC1)CCN(CCN(CCCCCCCCCCCC)CCCCCCCCCCCC)CCCCCCCCCCCC)CCCCCC N1-(2-(4-(2-(Dihexylamino)ethyl)piperazin-1-yl)ethyl)-N1,N2,N2-tridodecylethane-1,2-diamine